4-fluoro-4'-nitro-1,1'-biphenyl FC1=CC=C(C=C1)C1=CC=C(C=C1)[N+](=O)[O-]